C(C)C1(CC=NC=C1)C1=CC=NC=C1 4-ethyl-4,4'-bipyridine